CC1(CCN(CC1)C=1OC2=CC=C(C=C2C(C1C)=O)C(F)(F)F)C 2-(4,4-dimethyl-1-piperidyl)-3-methyl-6-(trifluoromethyl)chromen-4-one